3-{2-[(1s,4s)-4-[(3-hydroxypiperidin-2-yl)methoxy]cyclohexyl]phenoxy}propanoic acid hydrochloride Cl.OC1C(NCCC1)COC1CCC(CC1)C1=C(OCCC(=O)O)C=CC=C1